bis(2-methoxyethyl) carbonate C(OCCOC)(OCCOC)=O